FC(C1=CC=CC=2C=C(C=3C=CC(OC3C21)(C2=CC=C(C=C2)OC)C2=CC=C(C=C2)OC)O)(F)F 10-trifluoromethyl-2,2-bis(4-methoxyphenyl)-2H-benzo[H]chromen-5-ol